OC1=C(N=C(C2=CC(=CC=C12)OC1=CC=CC=C1)C)C(=O)O hydroxy-1-methyl-7-phenoxyisoquinoline-3-carboxylic acid